N[C@](C(=O)O)(CC)C (2S)-2-amino-2-methylbutanoic acid